C(CC1=CC=CC=C1)N1C(N=C2N=CC=NC2=C1)=S 3-Phenethyl-2-thioxo-2,3-dihydropteridin